tert-Butyl N-[4-[2-(benzyloxymethyl)-6-methyl-phenyl]-6-chloro-pyrimidin-2-yl]-N-tert-butoxycarbonyl-carbamate C(C1=CC=CC=C1)OCC1=C(C(=CC=C1)C)C1=NC(=NC(=C1)Cl)N(C(OC(C)(C)C)=O)C(=O)OC(C)(C)C